N=1NC(=C2C1C1=CC=CC=C1C2)NC2=CC=CC=C2 (2,4-Dihydroindeno[1,2-c]pyrazol-3-yl)phenylamine